Cl.FC=1C(=NC(=NC1)NC1=CC=C(C=N1)N1CCC(CC1)C(=O)NO)C=1C=C(C2=C(N(C(=N2)C)C(C)C)C1)F 1-(6-((5-fluoro-4-(4-fluoro-1-isopropyl-2-methyl-1H-benzo[d]imidazol-6-yl)pyrimidin-2-yl)amino)pyridin-3-yl)-N-hydroxypiperidine-4-carboxamide hydrochloride salt